FC(C)(F)C1=CC=C(C=C1)C=1C(=CC=C(C1)NS(=O)(=O)CC)C(=O)NC1=CC(=C(C=C1)OC)N1CCC(CC1)(F)F 4'-(1,1-difluoroethyl)-N-(3-(4,4-difluoropiperidin-1-yl)-4-methoxyphenyl)-5-(ethylsulfonamido)-[1,1'-biphenyl]-2-carboxamide